4-(4-fluorophenyl)butan-1-one FC1=CC=C(C=C1)CCCC=O